Cl.Cl.NCC1=CC=C(C=C1)C=1N(N=C2C1N=CN(C2=O)CC2(CCN(CC2)CC2=C(C=C(C=C2)NC(C)=O)Cl)O)C N-(4-((4-((3-(4-(aminomethyl)phenyl)-2-methyl-7-oxo-2,7-dihydro-6H-pyrazolo[4,3-d]pyrimidin-6-yl)methyl)-4-hydroxypiperidin-1-yl)methyl)-3-chlorophenyl)acetamide dihydrochloride